N-(4-Bromophenyl)-2-((4-chlorophenethyl)amino)-2-phenylacetamide BrC1=CC=C(C=C1)NC(C(C1=CC=CC=C1)NCCC1=CC=C(C=C1)Cl)=O